N-(5-chloro-2-fluoro-4-nitrophenyl)acetamide ClC=1C(=CC(=C(C1)NC(C)=O)F)[N+](=O)[O-]